S(=O)(=O)([O-])[O-].[Ba+2].C1(=NC=CC2=CC=CC=C12)C(O)C1=C(C=CC2=CC=CC=C12)OC isoquinolin-1-yl-(2-methoxynaphthalen-1-yl)methanol Barium sulfat